(2R,3S,4S)-2-((6-chloro-4-(cyclopentylamino)-1H-pyrazolo[3,4-d]pyrimidin-1-yl)methyl)-5-((diethoxyphosphoryl)methoxy)tetrahydrofuran-3,4-diacetate ClC1=NC(=C2C(=N1)N(N=C2)C[C@@H]2OC([C@H]([C@@H]2CC(=O)[O-])CC(=O)[O-])OCP(=O)(OCC)OCC)NC2CCCC2